C(C)C=1C=C(C#N)C=C(C1)CC 3,5-diethyl-benzonitrile